tert-Butyl (2-(3-nitro-1H-pyrazol-1-yl)ethyl)carbamate [N+](=O)([O-])C1=NN(C=C1)CCNC(OC(C)(C)C)=O